C12C(CC(C=C1)C2)C2=CC=C(C=C2)C(C2=CC=C(C=C2)C2C1C=CC(C2)C1)C1=CC=C(C=C1)C1C2C=CC(C1)C2 tris(4-(bicyclo[2.2.1]hept-5-en-2-yl)phenyl)methane